2-(3-cyclohexyl-4-methoxyphenyl)-4-((3-(1,1-difluoropropyl)phenyl)carbamoyl)-5-methyl-1H-imidazole 3-oxide C1(CCCCC1)C=1C=C(C=CC1OC)C=1NC(=C([N+]1[O-])C(NC1=CC(=CC=C1)C(CC)(F)F)=O)C